C(CCCC1=CC=C(N)C=C1)C1=CC=C(N)C=C1 4,4'-(butane-1,4-diyl)dianiline